5-ethoxypyrazine C(C)OC=1N=CC=NC1